6-butyl-5-(2,6-dimethoxyphenyl)-4-hydroxy-3-((5-isopropylpyridin-2-yl)sulfonyl)pyridin-2(1H)-one C(CCC)C1=C(C(=C(C(N1)=O)S(=O)(=O)C1=NC=C(C=C1)C(C)C)O)C1=C(C=CC=C1OC)OC